C1(CC1)C1=NN(C=N1)C1CC2(CN(C2)C(=O)N2CC3(C2)CC(C3)OC=3C=NC(=NC3)C(F)(F)F)C1 (6-(3-cyclopropyl-1H-1,2,4-triazol-1-yl)-2-azaspiro[3.3]heptan-2-yl)(6-((2-(trifluoromethyl)pyrimidin-5-yl)oxy)-2-azaspiro[3.3]heptan-2-yl)methanone